4'-cyclopropyl-5-(difluoromethyl)-6'-methoxy-4-(4-(1-methyl-4-(trifluoromethyl)-1H-imidazol-2-yl)benzyl)-2,5'-bipyrimidine C1(CC1)C1=NC=NC(=C1C1=NC=C(C(=N1)CC1=CC=C(C=C1)C=1N(C=C(N1)C(F)(F)F)C)C(F)F)OC